dimethylacetamide dimethyl ketal COC(C)(N(C)C)OC